6-(1-methyl-1H-pyrazol-4-yl)-4-(6-(4-(pyrimidin-2-ylmethyl)piperazin-1-yl)pyridin-3-yl)pyrazolo[1,5-a]pyrazine-3-carbonitrile CN1N=CC(=C1)C=1N=C(C=2N(C1)N=CC2C#N)C=2C=NC(=CC2)N2CCN(CC2)CC2=NC=CC=N2